2-chloro-N-[(1s,4s)-4-{[6-chloro-2-(trifluoromethyl)quinolin-4-yl]amino}cyclohexyl]-1,3-benzothiazole-6-carboxamide ClC=1SC2=C(N1)C=CC(=C2)C(=O)NC2CCC(CC2)NC2=CC(=NC1=CC=C(C=C21)Cl)C(F)(F)F